3-((4-hydroxy-4-methylpiperidin-1-yl)sulfonyl)-N-(6-(1-methyl-1H-pyrazol-4-yl)isoquinolin-3-yl)benzamide OC1(CCN(CC1)S(=O)(=O)C=1C=C(C(=O)NC=2N=CC3=CC=C(C=C3C2)C=2C=NN(C2)C)C=CC1)C